BrC(C(=O)O)(F)F 2-bromo-2,2-difluoroacetic acid